Cl.CC1(CCNCC1)N1CCCCC1 4'-methyl-1,4'-bipiperidinyl hydrochloride